NEOPENTYLGLYCOL CC(C)(CO)CO